C(C)(=O)NC=1C=C(C=CC1)C1=CC(=C(N1CC1=CC(=C(C=C1)S(N)(=O)=O)F)CC1CC1)C=1SC=C(N1)C(=O)O 2-(5-(3-acetamidophenyl)-2-(cyclopropylmethyl)-1-(3-fluoro-4-sulfamoylbenzyl)-1H-pyrrol-3-yl)thiazole-4-carboxylic acid